Methyl 9-acetoxy-8-(4,4-dimethylcyclohexyl)-6,7-dihydro-5H-benzo[7]annulene-3-carboxylate C(C)(=O)OC1=C(CCCC2=C1C=CC(=C2)C(=O)OC)C2CCC(CC2)(C)C